C1(CC1)C[C@@H](CCC=C)S(=O)(=O)N (2R)-1-CYCLOPROPYL-5-HEXENE-2-SULFONAMIDE